C(C)(=O)NC(C(=O)NC=1C=NC(=CC1)C1=NC2=C(N1CCCCC)C=C(C=C2)C)C2=CC=C(C=C2)S(=O)(=O)CC 2-acetamido-2-(4-(ethylsulfonyl)phenyl)-N-(6-(6-methyl-1-pentyl-1H-benzo[d]imidazol-2-yl)pyridin-3-yl)acetamide